2-(5-chloro-2-nitrophenyl)acetic acid ClC=1C=CC(=C(C1)CC(=O)O)[N+](=O)[O-]